2-(4'-(4,4,5,5-tetramethyl-1,3,2-dioxaborolan-2-yl)-[1,1'-biphenyl]-4-yl)-3,5,7,8-tetrahydro-4H-thiopyrano[4,3-d]pyrimidin-4-one CC1(OB(OC1(C)C)C1=CC=C(C=C1)C1=CC=C(C=C1)C=1NC(C2=C(N1)CCSC2)=O)C